OC1=NC2=C(C=CC(=C2N=C1O)Br)Br 2,3-dihydroxyl-5,8-dibromo-quinoxaline